(((trifluoromethyl)sulfonyl)oxy)-3,4-dihydro-2H-pyridine FC(S(=O)(=O)OC1NC=CCC1)(F)F